1-(cyclopropylmethyl)-5-(3'-(methylsulfonyl)-[1,1'-biphenyl]-4-yl)-3-(trifluoromethyl)-1H-pyrazole C1(CC1)CN1N=C(C=C1C1=CC=C(C=C1)C1=CC(=CC=C1)S(=O)(=O)C)C(F)(F)F